(1-oxo-5-(((cis)-2-(3-(5-(trifluoromethyl)pyrimidin-2-yl)azetidin-1-yl)cyclohexyl)oxy)isoindolin-2-yl)-piperidine-2,6-dione O=C1N(CC2=CC(=CC=C12)O[C@H]1[C@H](CCCC1)N1CC(C1)C1=NC=C(C=N1)C(F)(F)F)N1C(CCCC1=O)=O